C1(=CC=CC2=CC3=CC4=CC=C5C=C6C=C7C=C8C=CC=CC8=CC7=CC6=CC5=C4C=C3C=C12)NC1=CC=C2C3=C(C=4C=5C=C(C=CC5C5=C(C4C2=C1)C=C(C=C5)N)N)C=C(C=C3)N N'''-octaphenyldibenzo[g,p]chrysene-2,7,10,15-tetramine